2-(2-chloro-3-fluorophenyl)-N-((2S)-1-oxo-1-(((2S)-5,5,5-trifluoro-1-hydroxyl-(thiazol-2-yl)pentan-2-yl)amino)propan-2-yl)oxazole-5-carboxamide ClC1=C(C=CC=C1F)C=1OC(=CN1)C(=O)N[C@H](C(N[C@H](C(O)C=1SC=CN1)CCC(F)(F)F)=O)C